2-[benzenesulfonyl-(2-chloro-5-trifluoromethyl-phenyl)-amino]-N-(2-methyl-benzothiazol-5-yl)-acetamide C1(=CC=CC=C1)S(=O)(=O)N(CC(=O)NC=1C=CC2=C(N=C(S2)C)C1)C1=C(C=CC(=C1)C(F)(F)F)Cl